FC=1C(=NC=C(C1)C(F)(F)F)CNN(C(CC)=O)C N'-((3-fluoro-5-(trifluoromethyl)pyridin-2-yl)methyl)-N-methylpropionohydrazide